C(C)OC(=O)[C@H]1C2C=CC(C1C(C)C)C2 (2S)-3-isopropylbicyclo[2.2.1]hept-5-ene-2-carboxylic acid ethyl ester